CC1=C(C(=O)NC=2C=CC=C3C=CC=NC23)C(=CC=C1)CC=C(CCCCC)C1=CSC=C1 2-Methyl-N-(quinolin-8-yl)-6-(3-(thiophen-3-yl)oct-2-en-1-yl)benzamide